ClC1=C(C=CC=C1C1=C(C(=CC=C1)C1=NC(=C(C=C1)C=O)OC)Cl)C1=CC=2N(C(C(=CN2)CN(C(OC(C)(C)C)=O)C[C@H]2NC(CC2)=O)=O)C=C1 tert-Butyl N-[[8-[2-chloro-3-[2-chloro-3-(5-formyl-6-methoxy-2-pyridyl)phenyl]phenyl]-4-oxo-pyrido[1,2-a]pyrimidin-3-yl]methyl]-N-[[(2S)-5-oxopyrrolidin-2-yl]methyl]carbamate